C1=C(C=CC2=CC=CC=C12)C=1C2=CC=CC=C2C(=C2C=CC(=CC12)C1=CC=C(C=C1)N1C(=NC2=C1C=CC=C2)C2=CC=CC=C2)C2=CC1=CC=CC=C1C=C2 4-(9,10-di(naphthalene-2-yl)anthracene-2-yl)phenyl-2-phenyl-1H-benzo[d]imidazole